N-(5-Chloro-6-(2H-1,2,3-triazol-2-yl)pyridin-3-yl)-1-(8-fluoroimidazo[1,2-a]-pyridin-5-yl)-5-(trifluoromethyl)-1H-pyrazol-4-carboxamid ClC=1C=C(C=NC1N1N=CC=N1)NC(=O)C=1C=NN(C1C(F)(F)F)C1=CC=C(C=2N1C=CN2)F